C(C1=CC=CC=C1)OCCCCCCCCCCO 10-(benzyloxy)-1-decanol